C(C(=C)C)(=O)OCCOC(C(=C)CS(=O)(=O)C1=CC=C(C)C=C1)=O 2-(Toluene-4-sulfonylmethyl)-acrylic acid (2-methacryloyloxyethyl) ester